O=C(/C=C/C1(CC1)N1C(C2=CC=CC=C2C1=O)=O)C (E)-2-(1-(3-oxobut-1-en-1-yl)cyclopropyl)isoindoline-1,3-dione